4-(5-(3,5-dimethylisoxazol-4-yl)-1-(4-fluoropyridin-3-yl)-1H-pyrrolo[2,3-b]pyridin-3-yl)-3-(trifluoromethoxy)benzoic acid CC1=NOC(=C1C=1C=C2C(=NC1)N(C=C2C2=C(C=C(C(=O)O)C=C2)OC(F)(F)F)C=2C=NC=CC2F)C